FC1=CC(=C2[C@@H](COCC2=C1)C)[C@@H](C(=O)O)N([C@@H]1C[C@H](CC1)OCCCCC1=NC=2NCCCC2C=C1)C (S)-2-((S)-7-fluoro-4-methylisochroman-5-yl)-2-(methyl((1S,3S)-3-(4-(5,6,7,8-tetrahydro-1,8-naphthyridin-2-yl)butoxy)cyclopentyl)amino)acetic acid